CNCCC(OC=1C=C(C=CC1)N1C(CCCCC1)=O)C1=CC=CC=C1 1-(3-(3-(Methylamino)-1-phenylpropoxy)phenyl)azepan-2-one